NC=1C=C(C=CC1)C1=NN=C(O1)NC=1C=C2C=NN(C2=CC1)C1OCCCC1 5-(3-aminophenyl)-N-(1-(tetrahydro-2H-pyran-2-yl)-1H-indazol-5-yl)-1,3,4-oxadiazol-2-amine